CN1N=CC(=C1)C=1OC2=NC=C(C=C2N1)OCC1=NC=CN=C1 2-({[2-(1-Methyl-1H-pyrazol-4-yl)-[1,3]oxazolo[5,4-b]pyridin-6-yl]oxy}methyl)pyrazine